COC1=CC=C(C=C1)C1=CN=C2N1C=CN=C2CC2=CC(=C(C(=O)NCCC1CCN(CC1)C)C=C2)C 4-((3-(4-methoxyphenyl)imidazo[1,2-a]pyrazin-8-yl)methyl)-2-methyl-N-(2-(1-methylpiperidin-4-yl)ethyl)benzamide